C(O)(O)=O.C#CCCCCC Heptyn Carbonate